1-Methyl-6-(4,4,5,5-tetramethyl-1,3,2-dioxaborolan-2-yl)pyrazolo[3,4-b]pyridine CN1N=CC=2C1=NC(=CC2)B2OC(C(O2)(C)C)(C)C